O=C1CC2(CN1C=1C=NC(=CC1)C(F)(F)F)C1CN(CC2CC1)C(=O)OC(C)(C)C tert-butyl 5'-oxo-1'-(6-(trifluoromethyl)pyridin-3-yl)-3-azaspiro[bicyclo[3.2.1]octane-8,3'-pyrrolidine]-3-carboxylate